6-Fluoro-3',4'-dihydro-[2,6'-biquinolin]-2'(1'H)-one FC=1C=C2C=CC(=NC2=CC1)C=1C=C2CCC(NC2=CC1)=O